N-(1-(6-oxo-5-(trifluoromethyl)-1,6-dihydropyridin-3-yl)ethoxy)-4-(4-(trifluoromethyl)-1H-pyrrolo[2,3-c]pyridin-7-yl)piperazine-1-carboxamide O=C1C(=CC(=CN1)C(C)ONC(=O)N1CCN(CC1)C=1N=CC(=C2C1NC=C2)C(F)(F)F)C(F)(F)F